2-Acetamido-2-deoxy-D-gulopyranose C(C)(=O)N[C@H]1C(O)O[C@@H]([C@@H]([C@H]1O)O)CO